ClC=1C(=C(C=CC1)NC=1C2=C(N=CN1)C=CC(=N2)[C@@]21CN(C[C@H]1C2)C(=O)OCC2=CC=CC=C2)F benzyl (1S,5S)-1-(4-((3-chloro-2-fluorophenyl)amino)pyrido[3,2-d]pyrimidin-6-yl)-3-azabicyclo[3.1.0]hexane-3-carboxylate